ClC1=C2C(NC(=NC2=C(C=C1)C)CCl)=O 5-chloro-2-(chloromethyl)-8-methylquinazolin-4(3H)-one